N-(4-((2-(1,1-difluoroethyl)pyrimidin-4-yl)amino)-5-(5-methyl-5,6-dihydro-4H-pyrrolo[3,4-d]thiazol-2-yl)pyridin-2-yl)acetamide FC(C)(F)C1=NC=CC(=N1)NC1=CC(=NC=C1C=1SC2=C(N1)CN(C2)C)NC(C)=O